CNC1=C(C(C1=O)=O)NCCCN(CCCCCCCC(=O)OC(CC)CCCCCCCC)CCCCCC(=O)OCC(CCCCCCCC)CCCCCCCC Undecan-3-yl 8-((3-((2-(methylamino)-3,4-dioxocyclobut-1-en-1-yl)amino)propyl)(6-((2-octyldecyl)oxy)-6-oxohexyl)amino)octanoate